N=[SH2](C)C iminodimethyl-lambda6-Sulfane